neodymium dioleyl phosphate P(=O)(OCCCCCCCC\C=C/CCCCCCCC)(OCCCCCCCC\C=C/CCCCCCCC)[O-].[Nd+3].C(CCCCCCC\C=C/CCCCCCCC)OP(=O)(OCCCCCCCC\C=C/CCCCCCCC)[O-].C(CCCCCCC\C=C/CCCCCCCC)OP(=O)(OCCCCCCCC\C=C/CCCCCCCC)[O-]